C(C)OC(=O)C1=COC2=C1C=C(C(=C2)O)F 5-fluoro-6-hydroxybenzofuran-3-carboxylic acid ethyl ester